ethyl 4-(4-fluoro-6-hydroxy-5-(methoxymethoxy) isoindolin-2-yl)-4-oxobutanoate FC1=C2CN(CC2=CC(=C1OCOC)O)C(CCC(=O)OCC)=O